N=1C=CC(N2N=CC=CC21)=O pyrimido[1,2-b]pyridazin-4-one